(S)-5-(5-chloro-2-(3-(morpholinomethyl)-1,2,3,4-tetrahydroisoquinoline-2-carbonyl)phenyl)-1,2-dimethyl-1H-pyrrole-3-carboxylic acid ClC=1C=CC(=C(C1)C1=CC(=C(N1C)C)C(=O)O)C(=O)N1CC2=CC=CC=C2C[C@H]1CN1CCOCC1